BrC1=C(C(=O)NC2=C(C=C(C=C2)C)Br)C=CC=C1 2-bromo-N-(2-bromo-4-methylphenyl)benzamide